O1C(=NC2=C1C=CC=C2)C2CC1(CC(C1)NC(=O)NCC1=CC=C(C=C1)OC)C2 1-(6-(Benzo[d]oxazol-2-yl)spiro[3.3]hept-2-yl)-3-(4-methoxybenzyl)urea